(S)-4-(3-((tert-butoxycarbonyl)amino)-3-methylpyrrolidin-1-yl)-5-(3-(difluoromethoxy)-5-fluorophenyl)-6-methylnicotinic acid C(C)(C)(C)OC(=O)N[C@@]1(CN(CC1)C1=C(C(=NC=C1C(=O)O)C)C1=CC(=CC(=C1)F)OC(F)F)C